phenyl-3-methoxy-1,2,4-thiadiazole C1(=CC=CC=C1)C1=NC(=NS1)OC